C[C@]12CC(CC(CC1)(N2)C)N(C=2SC=1N=C(N=CC1N2)C=2C=C(C=1N(C2)C=C(N1)C)C#N)C 6-(2-{[(1R)-1,5-dimethyl-8-azabicyclo[3.2.1]oct-3-yl](methyl)amino}[1,3]thiazolo[5,4-d]pyrimidin-5-yl)-2-methylimidazo[1,2-a]pyridine-8-carbonitrile